(1-{2-[(2S)-2-{[5-(1-methyl-1H-pyrazol-4-yl)-1H-[1,2,3]triazolo[4,5-b]pyrazin-1-yl]methyl}morpholin-4-yl]pyrimidin-5-yl}azetidin-3-yl)methyl 4-methylbenzene-1-sulfonate CC1=CC=C(C=C1)S(=O)(=O)OCC1CN(C1)C=1C=NC(=NC1)N1C[C@H](OCC1)CN1N=NC=2C1=NC=C(N2)C=2C=NN(C2)C